FC1=NC(=C2N=CN(C2=N1)C1OCCCCC1)NCC1=C(C=C(C=C1)F)Cl 2-fluoro-6-[(2-chloro-4-fluorobenzyl)amino]-9-(oxepan-2-yl)-9H-purine